FC1(C2=CC=CC=C2C=2C=CC(=CC12)C1=NNC(O[C@H]1C)=O)F (S)-5-(9,9-difluoro-9H-fluoren-2-yl)-6-methyl-3,6-dihydro-2H-1,3,4-oxadiazin-2-one